6-((4-((3R,4R)-3-amino-4-fluoropiperidin-1-yl)-5-(1-isopropyl-1H-pyrazol-4-yl)pyridin-2-yl)amino)-2-(2,4-difluoro-6-methoxyphenyl)nicotinonitrile N[C@@H]1CN(CC[C@H]1F)C1=CC(=NC=C1C=1C=NN(C1)C(C)C)NC1=NC(=C(C#N)C=C1)C1=C(C=C(C=C1OC)F)F